tert-Butyl (2R,5S)-4-(6-cyano-1-(4-methoxybenzyl)-2-oxo-1,2-dihydropyrido[3,2-d]pyrimidin-4-yl)-2-ethyl-5-methylpiperazine-1-carboxylate C(#N)C=1C=CC=2N(C(N=C(C2N1)N1C[C@H](N(C[C@@H]1C)C(=O)OC(C)(C)C)CC)=O)CC1=CC=C(C=C1)OC